OC1=C2C(C(=C(OC2=CC(=C1OC)O)C1=CC(=C(C(=C1)CC=C(C)C)O)CC=C(C)C)OC)=O 5,7,4'-Trihydroxy-3,6-dimethoxy-3',5'-diprenylflavone